2-[6-(ethylamino)-4-[4-(4-methyl-1,2,4-triazol-3-yl)-1-(2-methylpropyl)pyrazol-3-yl]pyridin-2-yl]-4-(trifluoromethyl)-3H-isoindol-1-one C(C)NC1=CC(=CC(=N1)N1C(C2=CC=CC(=C2C1)C(F)(F)F)=O)C1=NN(C=C1C1=NN=CN1C)CC(C)C